1-(anthraquinone-2-yl)ethylimidazole-1-carboxylic acid C1=C(C=CC=2C(C3=CC=CC=C3C(C12)=O)=O)C(C)C=1N(C=CN1)C(=O)O